OC(CNC1=C(C(=C(N=N1)C1=C(C=C(C=C1)C(F)(F)F)O)C)C)(C)C 2-{6-[(2-hydroxy-2-methylpropyl)amino]-4,5-dimethylpyridazin-3-yl}-5-(trifluoromethyl)phenol